(2R)-2-methyl epoxy ethylene (3S)-3-({N-[(4-methoxy-1H-indol-2-yl)carbonyl]-L-leucyl}amino)-2-oxo-4-[(3S)-2-oxopyrrolidin-3-yl]butyl dihydrogen phosphate P(=O)(OCC([C@H](C[C@H]1C(NCC1)=O)NC([C@@H](NC(=O)C=1NC2=CC=CC(=C2C1)OC)CC(C)C)=O)=O)(O)O.CC1=CO1